C1N(CCC2=CC=CC=C12)C[C@H](CNC(=O)C=1C=C2CCN(C(C2=CC1)=O)CC(=O)N(C)C)O (S)-N-(3-(3,4-dihydroisoquinolin-2(1H)-yl)-2-hydroxypropyl)-2-(2-(dimethylamino)-2-oxoethyl)-1-oxo-1,2,3,4-tetrahydroisoquinoline-6-carboxamide